borane acetate C(C)(=O)O.B